O=C1N(CCC(N1)=O)C1=CC=C2C=C(N(C2=C1)C)C1CCN(CC1)CC1CCN(CC1)C1=CC=C(C=C1)C1CCN(CC1)C=1C=CC(=C2C(=NNC12)C#N)F 7-(4-{4-[4-({4-[6-(2,4-Dioxo-1,3-diazinan-1-yl)-1-methyl-1H-indol-2-yl]piperidin-1-yl}methyl)piperidin-1-yl]phenyl}piperidin-1-yl)-4-fluoro-1H-indazole-3-carbonitrile